N-isopropyl-7-methylsulfinyl-5-[4-(trifluoromethyl)phenyl]naphthalene-2-carboxamide C(C)(C)NC(=O)C1=CC2=CC(=CC(=C2C=C1)C1=CC=C(C=C1)C(F)(F)F)S(=O)C